NC=1C2=C(N=CN1)N(C(=C2C(NO)=N)NN)[C@@H]2O[C@@H]([C@H]([C@H]2O)O)CO 4-amino-7-((2R,3R,4S,5R)-3,4-dihydroxy-5-(hydroxymethyl)tetrahydrofuran-2-yl)-6-hydrazinyl-N-hydroxy-7H-pyrrolo[2,3-d]pyrimidine-5-carboximidamide